C(C#C)OC(=O)NCCCC[C@H](N)C(=O)O N6-((prop-2-yn-1-yloxy)carbonyl)lysine